cyclobutyl carbamate (dimethoxybutyl carbamate) COC(CCCNC(O)=O)OC.C(N)(OC1CCC1)=O